C1(CC1)N1CCC2(CCC2)CC1 7-cyclopropyl-7-azaspiro[3.5]nonan